(3R,4S)-3-cyclopropyl-1-(6-imidazo[1,5-a]pyridin-6-ylpyrrolo[1,2-b]pyridazin-4-yl)-4-methyl-2-oxopyrrolidine-3-carbonitrile C1(CC1)[C@]1(C(N(C[C@H]1C)C=1C=2N(N=CC1)C=C(C2)C=2C=CC=1N(C2)C=NC1)=O)C#N